((S)-1-((R)-3-(1-methyl-1H-pyrazol-3-yl)-2-(pyrazine-2-carboxamido)propanamido)-4-phenylbutyl)boronic acid CN1N=C(C=C1)C[C@H](C(=O)N[C@H](CCCC1=CC=CC=C1)B(O)O)NC(=O)C1=NC=CN=C1